(S)-4-((2-methoxyethyl)(4-(5,6,7,8-tetrahydro-1,8-naphthyridin-2-yl)butyl)amino)-2-((2-(pyridin-3-yl)quinazolin-4-yl)amino)butanoic acid COCCN(CC[C@@H](C(=O)O)NC1=NC(=NC2=CC=CC=C12)C=1C=NC=CC1)CCCCC1=NC=2NCCCC2C=C1